dilauryl hydrogen phosphite (dilauryl hydrogen phosphite) C(CCCCCCCCCCC)P(O)(O)(O)CCCCCCCCCCCC.P(OCCCCCCCCCCCC)(OCCCCCCCCCCCC)O